3-[6-(4,4,5,5-tetramethyl-1,3,2-dioxaborolan-2-yl)-1,2-benzoxazol-3-yl]piperidine-2,6-dione CC1(OB(OC1(C)C)C1=CC2=C(C(=NO2)C2C(NC(CC2)=O)=O)C=C1)C